p-xylene formate C(=O)O.C1(=CC=C(C=C1)C)C